OC1C(CCC=2C=CC(=CC12)S(=O)(=O)N)C1N2C(C3=CC=CC=C13)=CN=C2 8-Hydroxy-7-(5H-imidazo[5,1-a]isoindol-5-yl)-5,6,7,8-tetrahydronaphthalen-2-sulfonamid